C(C1=CC=CC=C1)N1CC2(CCC(C1)C2=NNS(=O)(=O)C2=CC=C(C=C2)C)C(=O)OC(C)C isopropyl 3-benzyl-8-[(4-methylbenzenesulfonamido) imino]-3-azabicyclo[3.2.1]octane-1-carboxylate